C(C)(C)C1=C(C=C(C(=C1)C(C)C)[N+](=O)[O-])[N+](=O)[O-] 4,6-diisopropyl-1,3-dinitrobenzene